3-Ethyl-N-(4-methyl-3-(pyridin-2-yl)phenyl)-3,6-diazabicyclo[3.1.1]heptane-6-carboxamide C(C)N1CC2N(C(C1)C2)C(=O)NC2=CC(=C(C=C2)C)C2=NC=CC=C2